BrC1=C(N=CN1C)CO (5-bromo-1-methylimidazol-4-yl)methanol